FC1=C(C(=O)N[C@@H](CCCNC(CF)=N)C=2OC(=CN2)C=2C=C(C=CC2)C)C(=CC=C1)OC (S)-2-Fluoro-N-(4-(2-fluoroacetimidamido)-1-(5-(m-tolyl)oxazol-2-yl)butyl)-6-methoxybenzamide